Ethyl-(1R,5S)-6,6-dimethyl-2'-phenyl-1',2'-dihydrospiro[bicyclo[3.1.1]heptan-2,3'-pyrazol]-5'-carboxylat C(C)OC(=O)C1=CC2(N(N1)C1=CC=CC=C1)[C@H]1C([C@@H](CC2)C1)(C)C